ethylhexamethylenediamine C(C)NCCCCCCN